(R)-2-(4,4-difluoroazepan-1-yl)-4-methyl-N-(3-(S-methylsulfonimidoyl)phenyl)-6-(trifluoromethyl)nicotinamide FC1(CCN(CCC1)C1=C(C(=O)NC2=CC(=CC=C2)[S@@](=O)(=N)C)C(=CC(=N1)C(F)(F)F)C)F